(3-hydroxypropyl)-7-(pyridin-3-yl)quinoxaline-2,3(1H,4H)-dione OCCCN1C(C(NC2=CC=C(C=C12)C=1C=NC=CC1)=O)=O